8-(4-chloro-2-fluorophenyl)-2,3-dimethyl-6-(4-methyl-3-(1-methyl-1H-pyrazol-4-yl)piperazin-1-yl)pyrimido[5,4-d]pyrimidin-4(3H)-one ClC1=CC(=C(C=C1)C1=NC(=NC2=C1N=C(N(C2=O)C)C)N2CC(N(CC2)C)C=2C=NN(C2)C)F